5-fluoropyridin-3-amine FC=1C=C(C=NC1)N